CN(CCN(C=1C(=CC(=CC1)NC1=NC=C(C(=N1)C1=CNC2=C(C=CC=C12)C)F)N)C)C N1-(2-(dimethylamino)ethyl)-N4-(5-fluoro-4-(7-methyl-1H-indol-3-yl)pyrimidin-2-yl)-N1-methylbenzene-1,2,4-triamine